tert-butyl 4-[4-[(3-chloro-1H-indol-7-yl)sulfamoyl]pyrazol-1-yl]piperidine-1-carboxylate ClC1=CNC2=C(C=CC=C12)NS(=O)(=O)C=1C=NN(C1)C1CCN(CC1)C(=O)OC(C)(C)C